ClC1=C(C(=O)NC2=NN=NN2C)C=CC(=C1NC(CC)=O)OC(F)(F)F 2-chloro-N-(1-methyltetrazol-5-yl)-3-(propanoylamino)-4-(trifluoromethoxy)benzamide